1-phenyl-1,2-dimethoxyethane C1(=CC=CC=C1)C(COC)OC